BrC=1C=C(C=2N(C1)C(=C(N2)CC)NC)C (6-Bromo-2-ethyl-8-methyl-imidazo[1,2-a]pyridin-3-yl)-methyl-amine